BrC1=CC=C(C=C1)CCNS(=O)(=O)C1=CC=C(C)C=C1 N-((4-bromophenyl)ethyl)p-toluenesulfonamide